NC=1C2=C(N=C(N1)Cl)N(C=C2C2=NN(C=C2)CC2=CC=CC=C2)[C@H]2[C@@H]([C@@H]([C@H](C2)CNCCCNCCC2=CC=CC=C2)O)O (1R,2S,3R,5R)-3-[4-amino-5-(1-benzylpyrazol-3-yl)-2-chloropyrrolo[2,3-d]pyrimidin-7-yl]-5-[({3-[(2-phenylethyl)amino]propyl}amino)methyl]cyclopentane-1,2-diol